N-(3-(chloromethyl)-1,2,4-thiadiazol-5-yl)-5-(3-methoxyphenyl)-2-methylfuran-3-carboxamide ClCC1=NSC(=N1)NC(=O)C1=C(OC(=C1)C1=CC(=CC=C1)OC)C